C(C)(C)(C)OC(=O)CC(=O)O (tert-butoxycarbonyl)acetic acid